2-(5-((1R,4R,7R)-7-amino-2-azabicyclo[2.2.1]heptane-2-carbonyl)-7-fluoro-1-methyl-1H-benzo[d]imidazol-2-yl)-1-(cyclopropylmethyl)-6,8-dihydropyrrolo[2,3-e]indol-7(1H)-one N[C@H]1[C@@H]2N(C[C@H]1CC2)C(=O)C2=CC1=C(N(C(=N1)C1=CC=3C(=C4CC(NC4=CC3)=O)N1CC1CC1)C)C(=C2)F